C[C@]12CC3(CC(C[C@@](C1)(C3)C)C2)NC(NC2CCN(CC2)C(=O)C2=CC=C(C(=O)NO)C=C2)=O 4-(4-(3-((1r,3r,5s,7r)-3,5-dimethyladamantan-1-yl)ureido)piperidine-1-carbonyl)-N-hydroxybenzamide